OC1(COC1)C1=CC=C(C=C1)C(=O)N1CCN(CC1)C1=CC(=NC=C1)C(F)(F)F (4-(3-hydroxyoxetan-3-yl)phenyl)(4-(2-(trifluoromethyl)pyridin-4-yl)piperazin-1-yl)methanone